NC1=CC=C(C=C1)C1=NC2=CC=CN=C2C(=C1)C(=O)NC1=NC=CC=C1 2-(4-Aminophenyl)-N-(pyridin-2-yl)-1,5-naphthyridine-4-carboxamide